OC=1C(=C(C(=CC1)C)C1=C2C(=NC(=C1)C(=O)N)C=NN2C)C 7-(3-Hydroxy-2,6-dimethylphenyl)-1-methyl-1H-pyrazolo[4,3-b]pyridine-5-carboxamide